methyl 4-[[(2R,3S,4S,SR)-3-[2-[(3,3-difluorocyclobutyl)methoxy]-3,4-difluoro-phenyl]-4,5-dimethyl-5-(trifluoromethyl)tetrahydrofuran-2-carbonyl]amino]pyridine-2-carboxylate FC1(CC(C1)COC1=C(C=CC(=C1F)F)[C@H]1[C@@H](O[C@@]([C@H]1C)(C(F)(F)F)C)C(=O)NC1=CC(=NC=C1)C(=O)OC)F |&1:18|